O[C@@H]1C[C@H](N(CC1)C1=NC=C(C=C1NC(=O)C=1OC(=CC1)C1=CC=NC=C1)C(F)(F)F)C N-(2-((2R,4S)-4-hydroxy-2-methylpiperidin-1-yl)-5-(trifluoromethyl)pyridin-3-yl)-5-(pyridin-4-yl)furan-2-carboxamide